ClC1=C(C=C(C=2C3=C(NC12)C(CNC(C3C)=O)(C)C)OCCOC)Cl 7,8-dichloro-10-(2-methoxyethoxy)-1,5,5-trimethyl-3,4,5,6-tetrahydroazepino[4,5-b]indol-2(1H)-one